1,3,4,6,7,12c-Hexahydro-2H-pyrido[3'',4'':4',5']thieno[3',2':3,4]pyrido[1,2-a]pyrazine C1C2N(CCN1)CCC1=C2C2=C(S1)C=CN=C2